2-((4-Amino-3-(3-hydroxyphenyl)-1H-pyrazolo[3,4-d]pyrimidin-1-yl)methyl)-3-(2-chlorobenzyl)-5-(7-morpholino-7-oxohept-1-yn-1-yl)quinazolin-4(3H)-one NC1=C2C(=NC=N1)N(N=C2C2=CC(=CC=C2)O)CC2=NC1=CC=CC(=C1C(N2CC2=C(C=CC=C2)Cl)=O)C#CCCCCC(=O)N2CCOCC2